C1(=CC=CC=C1)C1=C(C(=NN=N1)C=1C(=C(C=CC1)C=1C(=CC=CC1)C1=CC=CC=C1)C1=CC=CC=2OC3=C(C21)C=CC=C3)C3=CC=CC=C3 (diphenyltriazinyl)(dibenzofuranyl)terphenyl